COCC(=O)NC1=C(C=CC=C1C)C N-(2-methoxyacetyl)-2,6-dimethylaniline